C1(CC1)N(C(OC(C)(C)C)=O)C1C[C@H](N(CC1)C(C(F)(F)F)=O)C1=CC=CC=C1 tert-butyl cyclopropyl((2S)-2-phenyl-1-(2,2,2-trifluoroacetyl)piperidin-4-yl)carbamate